N-methyl-2-vinylpyridinium C[N+]1=C(C=CC=C1)C=C